N',N1-diethylpropane-1,3-diamine C(C)NCCCNCC